FC1=C(CN2C(N(C(C3=C2SC(=C3CN(C)C)C3=CC=C(C=C3)NC(=O)NOC)=O)C=3N=NC(=CC3)OCCF)=O)C(=CC=C1)F 1-(4-(1-(2,6-difluorobenzyl)-5-((dimethylamino)methyl)-3-(6-(2-fluoroethoxy)pyridazin-3-yl)-2,4-dioxo-1,2,3,4-tetrahydrothieno[2,3-d]pyrimidin-6-yl)phenyl)-3-methoxyurea